[Zn].[Mn].[Ti].C(CCC)[C-]1C=CC=C1.[CH-]1C=CC=C1.[Fe+2] n-butyl-ferrocene titanium-manganese-zinc